6-(2-bromophenoxy)-N-methyl-3-nitropyridin-2-amine BrC1=C(OC2=CC=C(C(=N2)NC)[N+](=O)[O-])C=CC=C1